FC=1C=CC=C2C[C@H](NC12)C (R)-7-fluoro-2-methylindoline